FC1=CC=C(CN2N=CC(=C2)C(=O)N2CC3(CN(C3)C(C(C(F)(F)F)(C)C)=O)[C@@H](C2)COCC2=C(C(=O)O)C(=CC=C2)C2CCC3(CCC3)CC2)C=C1 (S)-2-(((6-(1-(4-fluorobenzyl)-1H-pyrazole-4-carbonyl)-2-(3,3,3-trifluoro-2,2-dimethylpropanoyl)-2,6-diazaspiro[3.4]octan-8-yl)methoxy)methyl)-6-(spiro[3.5]nonan-7-yl)benzoic acid